1-Cyclopropyl-4-[(1S)-1-isocyanatoethyl]benzene C1(CC1)C1=CC=C(C=C1)[C@H](C)N=C=O